C(C)(=O)O.C(C)(=O)OCC1=CC=C(C=C1)N1C(=NC=2C1=NC(=CC2)C2CCC2)C=2C(=NC=CC2)N 4-(2-(2-aminopyridin-3-yl)-5-cyclobutyl-3H-imidazo[4,5-b]pyridin-3-yl)benzyl acetate acetate